ClC1=C(C(=CC=C1)F)CC(=O)NC1=CC(=NC=C1)N(C(C)=O)C1=CC(=CC(=C1)C)C#N N-{4-[2-(2-Chloro-6-fluorophenyl)acetamido]pyridin-2-yl}-N-(3-cyano-5-methylphenyl)acetamide